N1(NC=C2CC=CC=C12)C1=[N+](C=CN=C1)[O-] indazol-1(4H)-ylpyrazine 1-oxide